BrC=1C=C2C(=NC=NC2=C(C1)Br)N[C@@H](C)C1=NC=NN1C=1C=CC(N(N1)C)=O 6-[5-[(1S)-1-[(6,8-dibromoquinazolin-4-yl)amino]ethyl]-1,2,4-triazol-1-yl]-2-methyl-pyridazin-3-one